CC1(CCC(CC1)C1=CC=C(C=C1)NC1CC(NCC1)=O)C 4-((4-(4,4-dimethylcyclohexyl)phenyl)amino)piperidin-2-one